ClC=1C(=NC(=NC1)N[C@H]1CN(CC1)C(=O)C1=CC=C(C=C1)NC(C=C)=O)OCCC#N (R)-N-(4-(3-((5-chloro-4-(2-cyanoethoxy)pyrimidin-2-yl)amino)pyrrolidine-1-carbonyl)phenyl)acrylamide